5-(2-(4-(4-chlorophenyl)piperazin-1-yl)ethyl)-3,3-diethylpyrrolidin-2-one ClC1=CC=C(C=C1)N1CCN(CC1)CCC1CC(C(N1)=O)(CC)CC